C(C)OC(=O)C=1C=C(C=C(C1)C(=O)OCC)B1OC(C)(C)C(C)(C)O1 3,5-bis(ethoxycarbonyl)phenylboronic acid pinacol ester